4-((5,6,7,8-tetrahydronaphthalen-2-yl)thio)-1H-1,2,3-triazole C1=C(C=CC=2CCCCC12)SC=1N=NNC1